The molecule is an organic chloride salt comprising of a tetrabutylammonium cation and chloride anion. It is a tetrabutylammonium salt and an organic chloride salt. CCCC[N+](CCCC)(CCCC)CCCC.[Cl-]